N1(N=CC=C1)C1CCC(CC1)=O 4-(1H-pyrazol-1-yl)cyclohexanone